tert-Butyl (4-((2,2-difluorobenzo[d][1,3]dioxol-5-yl)carbamoyl)-6-methoxypyridin-3-yl)carbamate FC1(OC2=C(O1)C=CC(=C2)NC(=O)C2=C(C=NC(=C2)OC)NC(OC(C)(C)C)=O)F